FC(C(=O)O)(F)F.C12CN(CC2C1)C1=CC=C(C(=N1)C)CN1N=C(C(=C1)C(=O)O)OC 1-[(6-{3-azabicyclo[3.1.0]hex-3-yl}-2-methylpyridin-3-yl)methyl]-3-methoxy-1H-pyrazole-4-carboxylic acid trifluoroacetate